Cl.FC1=CC=C(C=C1)[C@H](C)NC(=O)C1(CCOCC1)N1C[C@@H](CC1)OC1=CC(=CC=C1)C(F)(F)F N-((S)-1-(4-Fluorophenyl)ethyl)-4-((R)-3-(3-(trifluoromethyl)phenoxy)pyrrolidin-1-yl)tetrahydro-2H-pyran-4-carboxamide, hydrochloride